C(C1=CC=CC=C1)OC=1C(C(=CN2C1C(N1[C@@H](CCC([C@H]2C1)=O)C)=O)C(=O)NCC1=C(C=C(C=C1)F)F)=O (3R,7R)-12-(benzyloxy)-N-(2,4-difluorobenzyl)-3-methyl-1,6,11-trioxo-1,4,5,6,7,11-hexahydro-3H-2,7-methanopyrido[1,2-a][1,4]diazonine-10-carboxamide